N[C@H](C(=O)O)CCCCNC(COCCOCCNC(CC[C@H](NC(CCCCCCCCCCCCCCCCCP(=O)(OC(C)(C)C)OC(C)(C)C)=O)C(=O)OC(C)(C)C)=O)=O (2S,20S)-2-amino-20-(tert-butoxycarbonyl)-39-(di-tert-butoxyphosphoryl)-8,17,22-trioxo-10,13-dioxa-7,16,21-triazanonatriacontanoic acid